C(CCCC)CC(=O)[O-] n-Amylacetat